[Fe].N1=C(C=CC=C1)CN(CC1=NC=CC=C1)CC1=NC=CC=C1 tri(2-pyridylmethyl)amine iron